C(=C)C1C(N(CC1)CCCCCCN1C(C(CC1)C=C)=O)=O 1,6-bis(3-vinyl-2-pyrrolidonyl)hexane